6-Chloro-1-(3-(4-(cyclohexylcarbonyl)piperazine-1-carbonyl)benzyl)quinazoline-2,4(1H,3H)-dione ClC=1C=C2C(NC(N(C2=CC1)CC1=CC(=CC=C1)C(=O)N1CCN(CC1)C(=O)C1CCCCC1)=O)=O